tert-Butyl (1R,4R)-5-((R)-1-((4-(N,N-diethylsulfamoyl)phenyl)sulfonyl)piperidine-3-carbonyl)-2,5-diazabicyclo[2.2.1]heptane-2-carboxylate C(C)N(S(=O)(=O)C1=CC=C(C=C1)S(=O)(=O)N1C[C@@H](CCC1)C(=O)N1[C@H]2CN([C@@H](C1)C2)C(=O)OC(C)(C)C)CC